[I-].[Si](C)(C)(C(C)(C)C)OC=1C(=C2CC[C@@](OC2=C(C1C)C)(C)CC/C=C(/CC/C=C(/CCC[P+](C1=CC=CC=C1)(C1=CC=CC=C1)C1=CC=CC=C1)\C)\C)C ((4E,8E)-11-((R)-6-((tert-butyldimethylsilyl)oxy)-2,5,7,8-tetramethylchroman-2-yl)-4,8-dimethylundeca-4,8-dien-1-yl)triphenyl-phosphonium iodide